FC1=C(C=C(C=C1)C1=CC=C2C(C(COC2=C1)(C)C)NC(O[C@@H]1CN2CCC1CC2)=O)C(F)(F)F (S)-quinuclidin-3-yl (7-(4-fluoro-3-(trifluoromethyl)phenyl)-3,3-dimethylchroman-4-yl)carbamate